5-(3,3-difluoropropyl)-pyrrolidine-1,2-dicarboxylic acid 1-(tert-butyl) 2-methyl ester COC(=O)C1N(C(CC1)CCC(F)F)C(=O)OC(C)(C)C